C1(C(C(=CC=C1)C)C)C(=O)[O-] dihydroxylate